NC=1C(NC(N(N1)C1=CC(=C(C(=C1)Cl)OC=1C=C2C3(C(NC2=CC1)=O)C(CC3)(F)F)Cl)=O)=O 6-amino-2-(3,5-dichloro-4-((2,2-difluoro-2'-oxospiro[cyclobutane-1,3'-indolin]-5'-yl)oxy)phenyl)-1,2,4-triazine-3,5(2H,4H)-dione